F[C@H]1C[C@@H](N(C1)C=1C=CC=2N(N1)C(=CN2)C(=O)N[C@@H]2CNCC2)C2=C(C=CC(=C2)F)SC 6-[(2R,4S)-4-fluoro-2-[5-fluoro-2-(methylthio)phenyl]pyrrolidin-1-yl]-N-[(3S)-pyrrolidin-3-yl]imidazo[1,2-b]pyridazine-3-carboxamide